ClC1=C(C=O)C=C(C=C1)C1=NC=C(C=C1Cl)C(F)(F)F 2-chloro-5-[3-chloro-5-(trifluoromethyl)-2-pyridinyl]-benzaldehyde